3-Hydroxy-3-Methyl-Glutaryl-Coenzyme A OC(CC(=O)SCCNC(CCNC([C@@H](C(COP(OP(OC[C@@H]1[C@H]([C@H]([C@@H](O1)N1C=NC=2C(N)=NC=NC12)O)OP(=O)(O)O)(=O)O)(=O)O)(C)C)O)=O)=O)(CC(=O)O)C